C1C=2N(CCN1)CCCC2 hexahydro-1H-pyrido[1,2-a]pyrazine